ClCC(=O)N1C(CCC1)C(=O)N 1-(2-chloroacetyl)pyrrolidine-2-formamide